Tert-butyl 4-(2-(3-chloro-4-(9-(3-chlorobenzyl)-6-cyclopropoxy-9H-purin-8-yl)phenoxy)ethyl)piperazine-1-carboxylate ClC=1C=C(OCCN2CCN(CC2)C(=O)OC(C)(C)C)C=CC1C=1N(C2=NC=NC(=C2N1)OC1CC1)CC1=CC(=CC=C1)Cl